(S)-N-(5-((6-bromo-4-methyl-3-oxo-3,4-dihydropyrazin-2-yl)amino)-2-(2-methyl-4-(oxetan-3-yl)piperazin-1-yl)phenyl)acrylamide BrC1=CN(C(C(=N1)NC=1C=CC(=C(C1)NC(C=C)=O)N1[C@H](CN(CC1)C1COC1)C)=O)C